CC1=C(C=CC(=N1)N)OCCC1=CC=CC=C1 6-methyl-5-phenethyloxypyridine-2-amine